FC1=CC=C2C(CC(OC2=C1)(C)C)(O)CS(=O)(=O)NC(OC(C)(C)C)=O tert-butyl (((7-fluoro-4-hydroxy-2,2-dimethylchroman-4-yl)methyl)sulfonyl)carbamate